BrC1=CC=C(C=C1)S(=O)(=O)NC=1C=C(C(=O)NC2=NN=CN2)C=CC1 3-((4-bromophenyl)sulfonamido)-N-(4H-1,2,4-triazol-3-yl)benzamide